5-Methoxy-1H-tetrazole COC1=NN=NN1